S1C=CC2=C1C=CC(=C2)CC(C)=O 1-(benzothien-5-yl)propan-2-one